NC1=NC(=C(C(=N1)N[C@H](CCO)CCC)CC1=C(C=C(CN(CCC(=O)OCC)CC)C=C1)OC)C (S)-ethyl 3-((4-((2-amino-4-(1-hydroxyhexan-3-ylamino)-6-methylpyrimidin-5-yl)methyl)-3-methoxybenzyl)(ethyl)amino)propanoate